CCC(CCCCCCCCCCCCCCC)=O Octadecan-3-one